C1CCC2=CC(=CC=C12)C#N 2,3-dihydro-1H-indene-5-carbonitrile